4-[5-(trifluoromethyl)-1,2,4-oxadiazol-3-yl]Phenyl-acetamide FC(C1=NC(=NO1)C1=CC=C(C=C1)CC(=O)N)(F)F